C(C1=CC=CC=C1)N1CCC(CC1)CN1CC(C1)N 1-((1-Benzylpiperidin-4-yl)methyl)azetidin-3-amine